C(C)(C)(C)OC(=O)N1CC(C1)(C)[C@](C1=CC=C(C=C1)OC(F)(F)F)(C1=CC(=CC=C1)N1CCCC1)O 3-[(S)-Hydroxy-(3-pyrrolidin-1-yl-phenyl)-(4-trifluoromethoxy-phenyl)-methyl]-3-methyl-azetidine-1-carboxylic acid tert-butyl ester